[Si](C)(C)(C(C)(C)C)ON1[C@@H]2C(=C[C@H](N(C1=O)C2)C(=O)N)C (2S,5R)-6-(tert-butyldimethylsilyloxy)-4-methyl-7-oxo-1,6-diazabicyclo[3.2.1]oct-3-ene-2-carboxamide